2-methyl-3-(1,2,3,6-tetrahydropyridin-4-yl)-1H-indole CC=1NC2=CC=CC=C2C1C=1CCNCC1